4-((4-fluoro-2-methyl-1H-indol-5-yl)oxy)-7-methoxy-6-hydroxy-quinazoline FC1=C2C=C(NC2=CC=C1OC1=NC=NC2=CC(=C(C=C12)O)OC)C